C(C1=CC=CC=C1)OC1=CC=CC(=N1)[C@]12CCN(C[C@@H]2C1)CC1=NC2=C(N1C[C@H]1OCC1)C=C(C=C2)C(=O)O 2-(((1R,6S)-6-(6-(benzyloxy)pyridin-2-yl)-3-azabicyclo[4.1.0]heptan-3-yl)methyl)-1-((S)-oxetan-2-ylmethyl)-1H-benzo[d]imidazole-6-carboxylic acid